trimethylsilyl-phosphoric acid diethyl-phosphate C(C)OP(=O)(OCC)O.C[Si](C)(C)OP(O)(O)=O